(+)-4-{4-[3,5-bis(trifluoromethyl)phenoxy]-3-methoxyphenyl}-2h,4h,5h,6h,7h-pyrazolo[3,4-b]pyridin-6-one FC(C=1C=C(OC2=C(C=C(C=C2)C2C=3C(NC(C2)=O)=NNC3)OC)C=C(C1)C(F)(F)F)(F)F